5-METHYL-2-(METHYLTHIO)PHENYLBORONIC ACID CC=1C=CC(=C(C1)B(O)O)SC